2-(5-(trifluoromethyl)pyridin-2-yl)-2,8-diazaspiro[4.5]decan-3-one hydrochloride Cl.FC(C=1C=CC(=NC1)N1CC2(CC1=O)CCNCC2)(F)F